NC1=NC2=CC=C(C=C2C=C1C)C(=O)N(CC1=NC=C(C=C1)C(F)(F)F)[C@H]1CCC2=C(C=CC=C12)O 2-amino-N-((1S)-4-hydroxy-2,3-dihydro-1H-inden-1-yl)-3-methyl-N-((5-(trifluoromethyl)-2-pyridinyl)methyl)-6-quinolinecarboxamide